C(C=C)(=O)OC1=C(C=CC=C1)N=NC1=C(C=CC=C1)O 2-acryloyloxy-2'-hydroxyazobenzene